NC1=C2C(=NC=N1)N(N=C2C2=CC=C(C=C2)OC2=CC=CC=C2)C2CCN(CC2)C2CCN(CC2)C(=O)N2CCN(CC2)C=2C=C1C(N(C(C1=CC2)=O)C2C(NC(CC2)=O)=O)=O 5-(4-(4-(4-amino-3-(4-phenoxyphenyl)-1H-pyrazolo[3,4-d]pyrimidin-1-yl)-[1,4'-bipiperidine]-1'-carbonyl)piperazin-1-yl)-2-(2,6-dioxopiperidin-3-yl)isoindoline-1,3-dione